1-allyl-1H-imidazol-2-amine C(C=C)N1C(=NC=C1)N